NCC(C1=CC(=CC=C1)Cl)NC(=O)C=1N=CN(C1)C1=NC(=NC=C1C)NC1=CC=C(C=C1)F N-(2-amino-1-(3-chlorophenyl)ethyl)-1-(2-((4-fluoro-phenyl)amino)-5-methylpyrimidin-4-yl)-1H-imidazole-4-carboxamide